tert-butyl (cis)-4-(3-(tert-butoxy)-2-hydroxy-2-methyl-3-oxopropyl)-3,3-difluorohexahydropyrrolo[3,2-b]pyrrole-1(2H)-carboxylate C(C)(C)(C)OC(C(CN1CC[C@@H]2N(CC([C@@H]21)(F)F)C(=O)OC(C)(C)C)(C)O)=O